methoxy-N-(4-phenylbutyl)-1H-imidazole-1-carboxamide COC=1N(C=CN1)C(=O)NCCCCC1=CC=CC=C1